C(C)(=O)OC[C@H]1[C@@H](CC1)\C=C\CCC ((1R,2S)-2-((E)-PENT-1-EN-1-YL)CYCLOBUTYL)METHYL ACETATE